4-(6-bromo-3-fluoro-2-methylphenyl)-1-(2,2,2-trifluoroethyl)piperidine BrC1=CC=C(C(=C1C1CCN(CC1)CC(F)(F)F)C)F